C[NH+]1CC(CC(C1)C)C 1,3,5-trimethyl-piperidinium